(1-(5-(5-(azetidin-1-ylmethyl)-4H-1,2,4-triazol-3-yl)-4-cyclopropyl-2-methylbenzoyl)piperidin-4-yl)benzonitrile N1(CCC1)CC=1NC(=NN1)C=1C(=CC(=C(C(=O)N2CCC(CC2)C2=C(C#N)C=CC=C2)C1)C)C1CC1